6-((tert-butoxycarbonyl)amino)hexyl 4-methylbenzenesulfonate CC1=CC=C(C=C1)S(=O)(=O)OCCCCCCNC(=O)OC(C)(C)C